1-(3-fluoro-5-(quinoxaline-6-carbonyl)phenyl)-3-(4-fluorophenyl)urea FC=1C=C(C=C(C1)C(=O)C=1C=C2N=CC=NC2=CC1)NC(=O)NC1=CC=C(C=C1)F